6-([1,1'-Biphenyl]-4-carboxamido)-N-((isopropylcarbamoyl)oxy)chromane-2-carboxamide C1(=CC=C(C=C1)C(=O)NC=1C=C2CCC(OC2=CC1)C(=O)NOC(NC(C)C)=O)C1=CC=CC=C1